methyl 4-ethylpyridine-3-carboxylate C(C)C1=C(C=NC=C1)C(=O)OC